C12(CCC(CC1)CC2)N2N=NC(=C2)[C@H](C2=C1C=CN(C(C1=CC=C2)=O)C)NC=2C=C1C(=C(C=NC1=C(C2)Cl)C#N)NCC(C)(C)C (S)-6-(((1-(bicyclo[2.2.2]octan-1-yl)-1H-1,2,3-triazol-4-yl)(2-methyl-1-oxo-1,2-dihydroisoquinolin-5-yl)methyl)amino)-8-chloro-4-(neopentylamino)quinoline-3-carbonitrile